2-(4-bromophenyl)-4-(3-furylmethyl)-thieno[2,3-d]pyridazine-7-carboxamide BrC1=CC=C(C=C1)C1=CC=2C(=C(N=NC2CC2=COC=C2)C(=O)N)S1